(2R,4S)-ethyl 5-([1,1'-biphenyl]-4-yl)-4-amino-2-methylpentanoate Hydrochloride Cl.C1(=CC=C(C=C1)C[C@H](C[C@H](C(=O)OCC)C)N)C1=CC=CC=C1